NC=1C(=NC(=NC1Cl)SCCC)N[C@@H]1C[C@@H]([C@@H]2[C@H]1OC(O2)(C)C)OC(C)O [[(3aR,4S,6R,6aS)-6-[[5-amino-6-chloro-2-(propylthio)-4-pyrimidinyl]amino]tetrahydro-2,2-dimethyl-4H-cyclopenta-1,3-dioxol-4-yl]oxy]ethanol